(R)-6-chloro-2-(5-(1,2-dimethoxyethyl)-4H-1,2,4-triazol-3-yl)-3-(1H-imidazol-1-yl)-5-methoxy-1-methyl-1H-pyrrolo[3,2-b]pyridine ClC=1C=C2C(=NC1OC)C(=C(N2C)C2=NN=C(N2)[C@H](COC)OC)N2C=NC=C2